ClC1=NC=CC2=C1CN(C2=O)CCC2=CC=CC=C2 4-chloro-2-phenethyl-2,3-dihydro-1H-pyrrolo[3,4-c]-pyridin-1-one